carboethoxy bromide C(=O)(OCC)Br